NC=1N=NC(=CC1O[C@H]1CN(C[C@H](C1)C1=CC=CC=C1)C(=O)OC(C)(C)C)Cl |r| rac-tert-butyl (3R,5R)-3-((3-amino-6-chloropyridazin-4-yl)oxy)-5-phenylpiperidine-1-carboxylate